(pyridin-3-yl)pyridine-2-carboxamide N1=CC(=CC=C1)C=1C(=NC=CC1)C(=O)N